C1(CC1)N1C=CC2=C(C=C(C=C12)F)N1C(C2=CC(=C(C=C2C(=C1)C(=O)N1CCC(CC1)F)OC)OC)=O 2-(1-cyclopropyl-6-fluoro-1H-indol-4-yl)-4-(4-fluoropiperidine-1-carbonyl)-6,7-dimethoxyisoquinolin-1(2H)-one